FC1=C(C=CC2=CN(N=C12)COCC[Si](C)(C)C)C1CCN(CC1)C(=O)OC(C)(C)C tert-butyl 4-(7-fluoro-2-((2-(trimethylsilyl)ethoxy)methyl)-2H-indazol-6-yl)piperidine-1-carboxylate